ClC=1C=C(N)C=C(C1OC=1N=NC(=C(C1)C(C)C)Cl)Cl 3,5-dichloro-4-((6-chloro-5-isopropylpyridazin-3-yl)oxy)aniline